BrC1=NNC2=CC(=CC=C12)C(=O)N1[C@@H]2C=3C(=NN(C3CC1)C1=C(C=C(C=C1)C1CCC1)O)OCCN(C2)C(C=C)=O |o1:13| (R or S)-1-(5-(3-bromo-1H-indazole-6-carbonyl)-2-(4-cyclobutyl-2-hydroxyphenyl)-2,3,4,5,5a,6,8,9-octahydro-7H-10-oxa-1,2,5,7-tetraazacycloocta[cd]inden-7-yl)prop-2-en-1-one